3-Hydroxy-4-[(2E)-3-(3-hydroxy-4-methoxyphenyl)prop-2-enoyl]-5-methoxyphenyl 6-O-(5-hydroxytetrahydro-2H-pyran-2-yl)hexopyranoside COC1=C(C=C(C=C1)/C=C/C(=O)C2=C(C=C(C=C2OC)OC3C(C(C(C(O3)COC4CCC(CO4)O)O)O)O)O)O